rac-N-(4-(8-(sec-Butyl)-2-(methylsulfonyl)-7-oxo-7,8-dihydropyrido[2,3-d]pyrimidin-6-yl)-2-fluorophenyl)-1-(2-fluorophenyl)methanesulfonamide [C@@H](C)(CC)N1C(C(=CC2=C1N=C(N=C2)S(=O)(=O)C)C2=CC(=C(C=C2)NS(=O)(=O)CC2=C(C=CC=C2)F)F)=O |r|